methyl 2-(phthalimidomethyl)-3-oxobutyrate C1(C=2C(C(N1CC(C(=O)OC)C(C)=O)=O)=CC=CC2)=O